CC1=C2C3=CC=NC(OCCCN4CCC5(CN(S(C6=NN=C(NC2=C2CCCC2=C1)N6)(=O)=O)C5)C4)=C3 3-methyl-26-oxa-16λ6-thia-11,13,14,17,22,28,34-heptazaheptacyclo-[25.3.1.112,15.117,19.119,22.02,10.05,9]tetratriaconta-1(30),2,4,9,12,14,27(31),28-octaene 16,16-dioxide